NN1C(=NC(=C1C(=O)N)C1=CC=C(C=C1)CNC(C1=C(C=CC(=C1)F)OC)=O)C1C(CC1)(F)F 3-amino-2-(2,2-difluorocyclobutyl)-5-[4-[[(5-fluoro-2-methoxybenzoyl)amino]methyl]phenyl]imidazole-4-carboxamide